6-(4-(2-(3-(3-amino-6-(2-hydroxyphenyl)pyridazin-4-yl)-3,8-diazabicyclo[3.2.1]octan-8-yl)pyrimidin-5-yl)piperazin-1-yl)spiro[3.3]heptane-2-carboxylate NC=1N=NC(=CC1N1CC2CCC(C1)N2C2=NC=C(C=N2)N2CCN(CC2)C2CC1(CC(C1)C(=O)[O-])C2)C2=C(C=CC=C2)O